N,N'-bis(p-hydroxylphenyl)carbodiimide OC1=CC=C(C=C1)N=C=NC1=CC=C(C=C1)O